C(#N)C=1C=C2C=3C=C(C=CC3N(C2=CC1)C1=CC=C(C=C1)C(F)(F)F)C(=O)O 6-cyano-9-[4-(trifluoromethyl)phenyl]-9H-carbazole-3-carboxylic acid